ClC1=NC=C2NC(N(C2=N1)CC1=CC=C(C=C1)C=1N(C=C(N1)C(F)(F)F)C)=O 2-chloro-9-([4-[1-methyl-4-(trifluoromethyl)imidazol-2-yl]phenyl]methyl)-7H-purin-8-one